ClC1=NC(=C(C2=CC=C(C=C12)OC1=CC=CC=C1)O)C(=O)OC methyl 1-chloro-4-hydroxy-7-phenoxy-isoquinoline-3-carboxylate